S(=O)(=O)(O)O.C(CCCCCCCCCCCCCCCCC)(=O)O.C(CCCCCCCCCCCCCCCCC)(=O)O.C(CCCCCCCCCCCCCCCCC)(=O)O.OC(O)C(O)CO hydroxyglycerol tristearate sulfate